4-(7-(8-ethyl-7-fluoro-3-hydroxynaphthalen-1-yl)-8-fluoro-2-(((2R,7aS)-2-fluorotetrahydro-1H-pyrrolizin-7a(5H)-yl)methoxy)pyrido[4,3-d]pyrimidin-4-yl)-6-methyl-1,4-oxazepan-6-ol C(C)C=1C(=CC=C2C=C(C=C(C12)C1=C(C=2N=C(N=C(C2C=N1)N1CCOCC(C1)(O)C)OC[C@]12CCCN2C[C@@H](C1)F)F)O)F